(4-bromo-3-fluoro-5-methylphenyl)-2-chloroacetamide BrC1=C(C=C(C=C1C)C(C(=O)N)Cl)F